4-oxo-6-(2-(pyrimidin-2-yl)ethyl)-1-(1-(6-(trifluoromethyl)pyridin-3-yl)ethyl)-4,5-dihydro-1H-pyrazolo[3,4-d]pyrimidine-3-carbaldehyde O=C1C2=C(N=C(N1)CCC1=NC=CC=N1)N(N=C2C=O)C(C)C=2C=NC(=CC2)C(F)(F)F